[Br-].O1C(CCCC1)OCCC[PH3+] (3-((tetrahydro-2H-pyran-2-yl)oxy)propyl)phosphonium bromide